(S)-N-(4-(4-amino-3,3-difluoropyrrolidin-1-yl)-1,2-dimethyl-1H-benzo[d]imidazol-5-yl)-1-(2,6-difluorophenyl)-6-oxo-1,6-dihydropyridazine-3-carboxamide N[C@@H]1C(CN(C1)C1=C(C=CC=2N(C(=NC21)C)C)NC(=O)C2=NN(C(C=C2)=O)C2=C(C=CC=C2F)F)(F)F